C1(=CC=C(C=C1)C1=NC(=NC(=N1)C1=CC=C(C=C1)C=1C2=CC=CC=C2C(=C2C=CC=CC12)Cl)C1=CC=CC=C1)C1=CC=CC=C1 2-([1,1'-biphenyl]-4-yl)-4-(4-(10-chloroanthracene-9-yl)phenyl)-6-phenyl-1,3,5-triazine